2-(4-Chloro-3-fluoro-phenoxy)-N-[1-[(2-cyclobutyl-2-oxo-ethyl)amino]-3-bicyclo[1.1.1]pentanoyl]acetamide ClC1=C(C=C(OCC(=O)NC(=O)C23CC(C2)(C3)NCC(=O)C3CCC3)C=C1)F